5-((S)-2-cyclohexyl-2-(3-methylbenzamido)acetamido)-2-((R)-4-isopropyl-2-oxoimidazolidin-1-yl)-N-methyl-2,3-dihydro-1H-indene-2-carboxamide C1(CCCCC1)[C@@H](C(=O)NC=1C=C2CC(CC2=CC1)(C(=O)NC)N1C(N[C@@H](C1)C(C)C)=O)NC(C1=CC(=CC=C1)C)=O